OC(=O)C=1C=NC(=CC1)C(C=O)C=O 2-(3-hydroxycarbonyl-6-pyridyl)malonaldehyde